C(#N)C1(CCC1)C=1C=C2C=CN=CC2=CC1 6-(1-cyanocyclobutyl)isoquinolin